N,N-dimethyl-3-methyl-para-phenylenediamine CN(C1=CC(=C(C=C1)N)C)C